[Si+4].[O-2].[Mg+2].[O-2].[O-2] magnesium oxide Silicon